NC=1C=2N(C=CN1)C(=NC2C2=CC(=C(C=C2)NC(OC(C)(C)C)=O)OC)C2=NN(C=C2)C tert-Butyl (4-(8-amino-3-(1-methyl-1H-pyrazol-3-yl)imidazo[1,5-a]pyrazin-1-yl)-2-methoxyphenyl)carbamate